C(CCC)(=O)O.CN N-methylamine butanate